O=C1[C@@H]2[C@H]3CCCCC3=CC[C@H]2[C@@H]2CCC[C@@]2(C)C1 11-keto-estr-5-ene